FC=1C(=CC(=C(C(=O)NC=2C=NC(=CC2C)OC)C1)O[C@H](C(F)(F)F)C)N1N=C2COCCN2C1=O 5-fluoro-N-(6-methoxy-4-methylpyridin-3-yl)-4-(3-oxo-5,6-dihydro-3H-[1,2,4]triazolo[3,4-c][1,4]oxazin-2(8H)-yl)-2-{[(2S)-1,1,1-trifluoropropan-2-yl]oxy}benzamide